C(C1=CC=CC=C1)OC(=O)[C@H]1N([C@H]2C[C@]2(C1)COCC(=O)OCC)C(CNC(CCCOC1=CC=CC=C1)=O)=O (1S,3S,5R)-5-((2-ethoxy-2-oxoethoxy)methyl)-2-((4-phenoxybutyryl)glycyl)-2-azabicyclo[3.1.0]hexane-3-carboxylic acid benzyl ester